Bis-imidazole hexafluorophosphate salt F[P-](F)(F)(F)(F)F.N1C=NC=C1.N1C=NC=C1